(1-oxo-5-(piperazin-1-yl)isoindolin-2-yl)piperidine-2,6-dione O=C1N(CC2=CC(=CC=C12)N1CCNCC1)N1C(CCCC1=O)=O